tert-Butyl (2-((2-(2,6-dioxopiperidin-3-yl)-1-oxoisoindolin-4-yl)amino)-2-oxoethyl)-carbamate O=C1NC(CCC1N1C(C2=CC=CC(=C2C1)NC(CNC(OC(C)(C)C)=O)=O)=O)=O